ClC1=C(O)C(=C(C(=C1Cl)O)Cl)Cl 2,3,5,6-tetrachlorohydroquinone